C(C(O)C(O)C=O)=O tartaraldehyde